2,2,4,6,7-pentamethyl-dihydrobenzofuran-5-sulfonyl-L-β-homoarginine CC1(OC=2C(C1)C(C(=C(C2C)C)S(=O)(=O)N[C@@H](CCCNC(N)=N)CC(=O)O)C)C